CC(C1=CC=CC=C1)(C)C1=CC=C(C=C1)O 4-(α,α-dimethylbenzyl)phenol